C(CCCCCCCCCCCC)P(O)(O)(O)CCCCCCCCCCCCC.C(CCCCCCCCCCCC)P(O)(O)(O)CCCCCCCCCCCCC.C(CCCCCCC)O[Ti](OCCCCCCCC)(OCCCCCCCC)OCCCCCCCC Tetraoctyloxytitanium di(ditridecylphosphite)